ClC1=C(C=2OCC[C@H]3N(C2N=C1)CCNC3)C (R)-3-chloro-4-methyl-6,7,7a,8,10,11-hexahydro-9H-pyrazino[1,2-d]pyrido[3,2-b][1,4]oxazepin